(R)-2-amino-N-(2-(3,4-dimethoxyphenyl)-3-isopropyl-1H-indol-5-yl)valeramide N[C@@H](C(=O)NC=1C=C2C(=C(NC2=CC1)C1=CC(=C(C=C1)OC)OC)C(C)C)CCC